5-propyl-2-(6-quinolinylmethylamino)-4H-[1,2,4]triazolo[1,5-a]pyrimidin-7-one C(CC)C=1NC=2N(C(C1)=O)N=C(N2)NCC=2C=C1C=CC=NC1=CC2